CC(=CO)CO 2-methyl-1,3-propenediol